cyclopropyl-[4-[[(2S)-1-piperazin-1-ylpropan-2-yl]amino]quinazolin-8-yl]methanone C1(CC1)C(=O)C=1C=CC=C2C(=NC=NC12)N[C@H](CN1CCNCC1)C